FC(C1=C(C=CC=C1)C1CCN(CC1)C(=O)C1=NNC=2CN(CCC21)C(C)=O)(F)F 1-(3-(4-(2-(Trifluoromethyl)phenyl)piperidine-1-carbonyl)-4,5-dihydro-1H-pyrazolo[3,4-c]pyridin-6(7H)-yl)ethanone